CO[C@@]1(COCC1)C1=CC(=CC(=N1)C=1C=C(N2C=NC(=CC21)N)C)C (R)-5-(6-(3-methoxytetrahydrofuran-3-yl)-4-methylpyridin-2-yl)-7-methylpyrrolo[1,2-c]pyrimidin-3-amine